CCC(CCCCCCCCCCC(CCCC)O)O octadecane-3,14-diol